ClC=1C(=NC=CC1C1=C(C(=CC=C1)C1=NC(=C(C=C1)CNC[C@@H]1NC(CC1)=O)OC)Cl)C1=CC(=C(CN2C[C@@H](CC2)C(=O)OC(C)C)C=C1)OC isopropyl (R)-1-(4-(3-chloro-4-(2-chloro-3-(6-methoxy-5-(((((R)-5-oxopyrrolidin-2-yl)methyl)amino)methyl)pyridin-2-yl)phenyl)pyridin-2-yl)-2-methoxybenzyl)pyrrolidine-3-carboxylate